tetrahydro-1,4-thiazine S1CCNCC1